C1(CC1)NC(=O)C=1C(=C2C(=CN1)NN=C2C2CC2)C2=CC(=C(C=C2)S(=O)(=O)C)C N,3-dicyclopropyl-4-(3-methyl-4-(methylsulfonyl)phenyl)-1H-pyrazolo[3,4-c]pyridine-5-carboxamide